ClC1=CC=C(C=C1)C1(CCCCC1)C(=O)Cl 1-(4-Chlorophenyl)cyclohexanecarbonyl chloride